(hydroxymethyl)tetrahydro-2H-pyran-3-yl acetate C(C)(=O)OC1C(OCCC1)CO